C(C1=CC=CC=C1)OC1=C(C(=NC(=C1)[C@@H]1O[C@]([C@H]([C@H]1C1=C(C(=C(C=C1)F)F)OC)C)(C(F)(F)F)C)C)OC(F)F 4-(Benzyloxy)-6-((2R,3S,4S,5R)-3-(3,4-difluoro-2-methoxyphenyl)-4,5-dimethyl-5-(trifluoromethyl)tetrahydrofuran-2-yl)-3-(difluoromethoxy)-2-methylpyridine